[Nd].[Bi].[Ag] silver bismuth neodymium